2-[1-[4-[[2-allyl-1-[6-(1-hydroxy-1-methyl-ethyl)-2-pyridyl]-3-oxo-pyrazolo[3,4-d]pyrimidin-6-yl]amino]phenyl]-3-piperidyl]-3H-benzimidazole-4-carboxamide C(C=C)N1N(C2=NC(=NC=C2C1=O)NC1=CC=C(C=C1)N1CC(CCC1)C=1NC2=C(N1)C=CC=C2C(=O)N)C2=NC(=CC=C2)C(C)(C)O